tert-butyl N-[7-[6-[[(3R)-1-acetyl-3-piperidyl]carbamoyl]-2-pyridyl]-2-methoxy-1-naphthyl]-N-(2-cyanoallyl)carbamate C(C)(=O)N1C[C@@H](CCC1)NC(=O)C1=CC=CC(=N1)C1=CC=C2C=CC(=C(C2=C1)N(C(OC(C)(C)C)=O)CC(=C)C#N)OC